5-Bromo-1-methyl-3-(1-methyl-1H-imidazol-4-ylamino)pyridin-2(1H)-one BrC=1C=C(C(N(C1)C)=O)NC=1N=CN(C1)C